(2S,6R)-2,6-dimethyl-4-(3-(6-methyl-1H-indazol-5-yl)imidazo[1,2-b]pyridazin-6-yl)morpholine C[C@H]1CN(C[C@H](O1)C)C=1C=CC=2N(N1)C(=CN2)C=2C=C1C=NNC1=CC2C